CON(C(=O)C1(CC1)C(F)(F)F)C N-Methoxy-N-methyl-1-(trifluoromethyl)cyclopropane-1-carboxamide